6-(ethoxycarbonyl)-2-iminobenzo[d]thiazol C(C)OC(=O)C1=CC2=C(NC(S2)=N)C=C1